C(C)(=O)NC=1C=C(C2=CC=CC=C2C1)C1(CC1)NC(C1=C(C=CC(=C1)OCC1N(CC1)C)C)=O N-(1-(3-Acetamidonaphthalen-1-yl)cyclopropyl)-2-methyl-5-((1-methylazetidin-2-yl)methoxy)benzamide